1-[(4S)-2-(4-Fluoro-3,5-dimethylphenyl)-4-methyl-4,5,6,7-tetrahydropyrazolo[4,3-c]pyridin-3-yl]-3-[6-fluoro-1-(2-methoxyethyl)indazol-5-yl]imidazol-2-one hydrochloride Cl.FC1=C(C=C(C=C1C)N1N=C2C([C@@H](NCC2)C)=C1N1C(N(C=C1)C=1C=C2C=NN(C2=CC1F)CCOC)=O)C